ClC=1C=NN(C(C1Cl)=O)CC(=O)NC 2-(4,5-dichloro-6-oxo-pyridazin-1-yl)-N-methyl-acetamide